1-methyl-5-(((4-methyl-2-nitrobenzyl)oxy)methyl)-3-(trifluoromethyl)-1H-thieno[2,3-C]pyrazole CN1N=C(C2=C1SC(=C2)COCC2=C(C=C(C=C2)C)[N+](=O)[O-])C(F)(F)F